C1=CC(=CC2=C1C=1C(S2(=O)=O)=CC2=C(S(C3=C2C=CC(=C3)C(=O)O)(=O)=O)C1)C(=O)O benzo[1,2-b:4,5-b']bis[1]benzothiophene-3,9-dicarboxylic acid 5,5,11,11-tetraoxide